2-amino-N-((1S)-1-(3-hydroxyphenyl)ethyl)-3-methyl-N-((5-(trifluoromethyl)-2-pyridinyl)methyl)-6-quinolinecarboxamide NC1=NC2=CC=C(C=C2C=C1C)C(=O)N(CC1=NC=C(C=C1)C(F)(F)F)[C@@H](C)C1=CC(=CC=C1)O